N-(2-(3-(2-((1,5-dimethyl-1H-pyrazol-3-yl)amino)-5-methylpyrimidin-4-yl)-1H-indol-7-yl)-1-oxoisoindolin-4-yl)-2-phenylacetamide CN1N=C(C=C1C)NC1=NC=C(C(=N1)C1=CNC2=C(C=CC=C12)N1C(C2=CC=CC(=C2C1)NC(CC1=CC=CC=C1)=O)=O)C